BrCC1=CC=C(C=C1)C=1C(N(C=CC1)CCC)=O 3-(4-(bromomethyl)phenyl)-1-propylpyridin-2(1H)-one